The molecule is the sodium salt of dibunic acid. It is used as a cough suppressant. It has a role as an antitussive. It is an organic sodium salt and an organosulfonate salt. It contains a dibunate. CC(C)(C)C1=CC2=C(C=C1)C(=C(C=C2)C(C)(C)C)S(=O)(=O)[O-].[Na+]